2-chloro-N-[[6-[[3-[(3S)-5,5-dimethylpyrrolidin-3-yl]-1-phenyl-propyl]amino]-2-pyridyl]sulfonyl]-6-[3-(2-dispiro[2.0.2.1]heptan-7-ylethoxy)pyrazol-1-yl]pyridine-3-carboxamide ClC1=NC(=CC=C1C(=O)NS(=O)(=O)C1=NC(=CC=C1)NC(CC[C@@H]1CNC(C1)(C)C)C1=CC=CC=C1)N1N=C(C=C1)OCCC1C2(C13CC3)CC2